C(C1=CC=CC=C1)OC1CCCC(N1)C(OC)OC 6-benzyloxy-2-(dimethoxymethyl)piperidine